2-((1-(3,6-dimethyl-4-oxo-2-(2-oxa-6-azaspiro[3.5]nonan-6-yl)-3,4-dihydroquinazolin-8-yl)ethyl)amino)benzoic acid CN1C(=NC2=C(C=C(C=C2C1=O)C)C(C)NC1=C(C(=O)O)C=CC=C1)N1CC2(COC2)CCC1